C(CC(O)(C(=O)O)CC(=O)O)(=O)O.C(CC(O)(C(=O)O)CC(=O)O)(=O)O.[B] boron di(citric acid)